SC[C@H](C(=O)O)NC (S)-3-mercapto-2-(methylamino)propanoic acid